(S)-5-bromo-3-(1-cyclopropylethyl)bicyclo[4.2.0]octa-1(6),2,4-trien-2-amine BrC1=CC(=C(C=2CCC12)N)[C@@H](C)C1CC1